FC1=C(C=CC(=C1)F)N1CCN(CC1)CC1=CC=C2C(N(C(NC2=C1)=O)CC)=S 7-((4-(2,4-difluorophenyl)piperazin-1-yl)methyl)-3-ethyl-4-thioxo-3,4-dihydroquinazolin-2(1H)-one